COC=1N=CC=C(C#N)C1 6-methoxyisonicotinonitrile